ethylene glycol bis(3,4-epoxycyclohexylmethyl) ether C1(CC2C(CC1)O2)COCCOCC2CC1C(CC2)O1